C1CCC2=CC(=CC=C12)/C=C(/C=C\C=O)\C (2Z,4E)-5-(2,3-dihydro-1H-inden-5-yl)-4-methylpenta-2,4-dienal